N1=CC=C(C=C1)C1=NN2C(N=C(C=C2N2CCOCC2)N2N=C3CCCCC3=C2)=C1 4-(2-(pyridin-4-yl)-5-(4,5,6,7-tetrahydro-2H-indazol-2-yl)pyrazolo[1,5-a]pyrimidin-7-yl)morpholine